tertbutyl 8-fluoro-4-oxo-2,3-dihydroquinoline-1-carboxylate FC=1C=CC=C2C(CCN(C12)C(=O)OC(C)(C)C)=O